N1=NC=CC2=C1C=CC=C2 benzo-o-diazine